(tetrahydrofuran-3-yl)-1H-pyrazole-5-carboxamide O1CC(CC1)N1N=CC=C1C(=O)N